COC1=NC=CC(=C1)C1=C(C=2CCC2C=C1)N 3-(2-methoxypyridin-4-yl)bicyclo(4.2.0)octa-1(6),2,4-trien-2-amine